NC1=CC(=NC(=C1)C(=O)O)C(=O)O.[Cu] copper 4-aminopyridine-2,6-dicarboxylic acid